FC1=CC(=C(C=C1)C=1C=C2C(=NN(C2=CC1)C)CNC)OCCC=1C(=NN(C1C)C)C 1-(5-(4-fluoro-2-(2-(1,3,5-trimethyl-1H-pyrazol-4-yl)ethoxy)phenyl)-1-methyl-1H-indazol-3-yl)-N-methylmethanamine